BrC=1C(=C(C(=O)OC(C)(C)C)C(=CC1)COC(C)C)O tert-butyl 3-bromo-2-hydroxy-6-(isopropoxymethyl)benzoate